9,12-dibromo-7H-benzimidazolo(2,1-a)benzo(de)isoquinolin-7-one BrC1=CC=C(C2=C1N1C(C=3C=CC=C4C3C(C1=O)=CC=C4)=N2)Br